FC(OC1=C(C(=CC=C1)F)C=1C=C2C(=NNC2=CC1C#N)I)F 5-(2-(difluoromethoxy)-6-fluorophenyl)-3-iodo-1H-indazole-6-carbonitrile